N-{5-[1-(3-chlorophenyl)-1H-pyrazol-4-yl]-1H-indol-3-yl}propanamide ClC=1C=C(C=CC1)N1N=CC(=C1)C=1C=C2C(=CNC2=CC1)NC(CC)=O